N4-(5-methyl-1H-pyrazol-3-yl)-N2-((3-exo)-9-(pyridin-3-ylsulfonyl)-9-azabicyclo[3.3.1]nonan-3-yl)thieno[2,3-d]pyrimidine-2,4-diamine CC1=CC(=NN1)NC=1C2=C(N=C(N1)NC1CC3CCCC(C1)N3S(=O)(=O)C=3C=NC=CC3)SC=C2